(5RS)-2-(4-Methylbenzyl)-5-[(3-oxopyrrolidin-1-yl)carbonyl]-5,6,7,8-tetrahydro[1,2,4]triazolo[4,3-a]pyridin-3(2H)-one CC1=CC=C(CN2N=C3N([C@H](CCC3)C(=O)N3CC(CC3)=O)C2=O)C=C1 |r|